N-[(3,5-Dichloropyrazin-2-yl)methyl]acetamide ClC=1C(=NC=C(N1)Cl)CNC(C)=O